C(C)(C)C1=C(CCSCC2=NNC(O2)=S)C=CC=C1 5-[(2-isopropylphenethylthio)methyl]-1,3,4-oxadiazole-2(3H)-thione